FC1=C(C=CC=C1)C1=C(C(=CN1S(=O)(=O)C=1C=NC(=CC1)OC)C=O)OC 5-(2-fluorophenyl)-4-methoxy-1-((6-methoxypyridin-3-yl)sulfonyl)-1H-pyrrol-3-carbaldehyde